(3aR,6aR)-5-cyano-N-(2-fluoro-4-(1-methyl-1H-pyrazol-4-yl)phenyl)hexahydropyrrolo[3,4-b]pyrrole C(#N)N1C[C@@H]2N(CC[C@@H]2C1)C1=C(C=C(C=C1)C=1C=NN(C1)C)F